8-(Bicyclo[4.2.0]octa-1(6),2,4-trien-2-yl)-9-(4-((1-(3-fluoropropyl)azetidin-3-yl)methyl)phenyl)-6,7-dihydro-5H-benzo[7]annulen C1=2C(=CC=CC2CC1)C=1CCCC2=C(C1C1=CC=C(C=C1)CC1CN(C1)CCCF)C=CC=C2